Glycocyamine O=C(O)CNC(N)=N